C(C)(C)(C)OC(=O)N1CCC(=CC1)C1=NC=C(C=C1C)Cl 4-(5-chloro-3-methyl-2-pyridinyl)-3,6-dihydro-2H-pyridine-1-carboxylic acid tert-butyl ester